[(2R,3S)-3-(cyclopropylmethyl)-7-[6-(2,2-difluoro-1-methyl-cyclopropyl)-5-methyl-pyrrolo[2,3-b]pyrazin-3-yl]-3,4,5,6-tetrahydro-2H-azepin-2-yl]methanol C1(CC1)C[C@H]1[C@@H](N=C(CCC1)C1=CN=C2C(=N1)N(C(=C2)C2(C(C2)(F)F)C)C)CO